quinazoline-6-boronic acid pinacol ester N1=CN=CC2=CC(=CC=C12)B1OC(C)(C)C(C)(C)O1